C1(CC1)C(C(C(=O)O)C)C1=CC=C2CC[C@@H](OC2=C1)C1CCN(CC1)CC1=C(C=CC=2C=C(OC21)COCC=2N=NN(C2)CCCCCC)OC 3-cyclopropyl-3-((R)-2-(1-((2-(((1-hexyl-1H-1,2,3-triazol-4-yl)methoxy)methyl)-6-methoxybenzofuran-7-yl)methyl)piperidin-4-yl)chroman-7-yl)2-methylpropanoic acid